ClC1=C(C=C(C=C1)N1CC(C2=NC(=CC=C21)C(=O)N2C[C@H]([C@H](CC2)CC(=O)O)OC)(C)C)F ((3S,4R)-1-(1-(4-chloro-3-fluorophenyl)-3,3-dimethyl-2,3-dihydro-1H-pyrrolo[3,2-b]pyridine-5-carbonyl)-3-methoxypiperidin-4-yl)acetic acid